6-Chloro-8-vinyl-3,4-dihydroisoquinoline-2(1H)-carboxylic acid benzyl ester C(C1=CC=CC=C1)OC(=O)N1CC2=C(C=C(C=C2CC1)Cl)C=C